Cl.C(C1=CC=CC=C1)OC=1C(=C(C=CC1)NN)Cl (3-(benzyloxy)-2-chlorophenyl)hydrazine hydrochloride